Tetrafluoro-2-(methoxy)propionic acid methyl ester COC(C(C(F)(F)F)(OC)F)=O